bromo-2,2-difluoro-1'-oxo-1'H-spiro[cyclopropane-1,4'-isoquinoline] BrC1=NC(C2=CC=CC=C2C12C(C2)(F)F)=O